CC1=C(C=2C(C3=CC=C(C=C3SC2C=C1)N1CCOCC1)=O)C 2-methyl-6-morpholino-methyl-thioxanthone